{3-[(1E)-3-hydroxybut-1-en-1-yl]phenyl}oxidanesulfonic Acid OC(/C=C/C=1C=C(C=CC1)OS(=O)(=O)O)C